C(#N)N1C[C@@H](CC1)NC(C1=CC(=C(C=C1)C1=CC(=NC=C1)C)OC)=O (R)-N-(1-cyanopyrrolidin-3-yl)-3-methoxy-4-(2-methylpyridin-4-yl)benzamide